CS(=O)(=O)OC1=CC(=CC(=C1)[N+](=O)[O-])Cl.[Na] sodium (3-chloro-5-nitrophenyl) methylsulphonate